4-(Hydroxymethyl)-7-methoxy-8-(1,2,3,4-tetrahydroquinoline-1-carbonyl)-2H-chromen-2-one OCC1=CC(OC2=C(C(=CC=C12)OC)C(=O)N1CCCC2=CC=CC=C12)=O